NC1=C(C=C(C=C1)F)C(=O)C1=CC=C(C=C1)OC (2-amino-5-fluorophenyl)(4-methoxyphenyl)methanone